N1(CCCCCC1)C=1N=C(C2=C(C=NNC2=O)N1)NC1=CC=C(C=C1)F 2-(azepan-1-yl)-4-((4-fluorophenyl)amino)pyrimido[4,5-d]pyridazin-5(6H)-one